BrC1=NC=CC(=C1)C=1N=NC2=C(C=CC=C2C1N)C (2-bromopyridin-4-yl)-8-methylcinnolin-4-amine